2-[6-amino-5-[8-(6-chloropyridazin-4-yl)-3,8-diazabicyclo[3.2.1]Octane-3-yl]Pyridazin-3-yl]Phenol NC1=C(C=C(N=N1)C1=C(C=CC=C1)O)N1CC2CCC(C1)N2C2=CN=NC(=C2)Cl